C(C=C)(=O)N1CCN(CC1)C1=C(C=NC2=CC(=C(C=C12)C1=CC=C(C=C1)Cl)Cl)C#N 4-(4-acryloylpiperazin-1-yl)-7-chloro-6-(4-chlorophenyl)quinoline-3-carbonitrile